bromo-5-methoxy-4-nitropyridine 1-oxide BrC1=[N+](C=C(C(=C1)[N+](=O)[O-])OC)[O-]